(S)-2'-(diphenylphosphino)-6,6'-dimethyl-[1,1'-biphenyl]-2-carbonitrile C1(=CC=CC=C1)P(C1=C(C(=CC=C1)C)C=1C(=CC=CC1C)C#N)C1=CC=CC=C1